1-[(2-isopropyl-4-methyl-phenyl)carbamothioyl]-3-[2-[3-[1-[4-(trifluoromethoxy)phenyl]-1H-1,2,4-triazol-3-yl]phenyl]ethyl]urea C(C)(C)C1=C(C=CC(=C1)C)NC(=S)NC(=O)NCCC1=CC(=CC=C1)C1=NN(C=N1)C1=CC=C(C=C1)OC(F)(F)F